5-[1-hydroxy-2-(8-morpholin-4-yl-2,3-dihydroimidazo[1,2-c]quinazolin-5-yl)ethenyl]pyridin-3-ol OC(=CC1=NC=2C=C(C=CC2C=2N1CCN2)N2CCOCC2)C=2C=C(C=NC2)O